tetrakis(3,4,5-trimethoxyphenyl)porphyrin COC=1C=C(C=C(C1OC)OC)C1=C2C=CC(C(=C3C=CC(=C(C=4C=CC(=C(C5=CC=C1N5)C5=CC(=C(C(=C5)OC)OC)OC)N4)C4=CC(=C(C(=C4)OC)OC)OC)N3)C3=CC(=C(C(=C3)OC)OC)OC)=N2